BrC=1C=C2C(NC(=NC2=C(C1)Br)NC1=CC(=CC(=C1)Cl)Cl)=O 6,8-dibromo-2-((3,5-dichlorophenyl)amino)quinazoline-4(3H)-One